Cl.N1C[C@@H](CC1)[C@H](C(=O)OC)C methyl (2R)-2-[(3S)-pyrrolidin-3-yl]propanoate hydrochloride